phenyl (p-tolyl) thioether C1(=CC=C(C=C1)SC1=CC=CC=C1)C